2-(((1R)-1-(2-cyano-7-methyl-3-((1R,5S)-3-(1-methyl-1H-pyrazol-3-yl)-8-azabicyclo[3.2.1]octan-8-yl)quinoxalin-5-yl)ethyl)amino)benzoic acid C(#N)C1=NC2=CC(=CC(=C2N=C1N1[C@H]2CC(C[C@@H]1CC2)C2=NN(C=C2)C)[C@@H](C)NC2=C(C(=O)O)C=CC=C2)C